4-amino-1-((2R,4S,5R)-5-azido-4-hydroxy-5-(hydroxymethyl)tetrahydrofuran-2-yl)-5-fluoropyrimidin-2(1H)-one NC1=NC(N(C=C1F)[C@@H]1O[C@@]([C@H](C1)O)(CO)N=[N+]=[N-])=O